ClC=1C=2C(N=C3N(C2C=CC1)C1=CC=C(C=C1C31CCCCC1)C1=CC(CC1)CO)=O 4'-chloro-9'-(3-(hydroxymethyl)cyclopent-1-en-1-yl)-5'H-spiro[cyclohexane-1,7'-indolo[1,2-a]quinazolin]-5'-one